CN1N=CC(=C1)C1=NN2C(=NC=3C(=CC=CC3C2=N1)C(F)(F)F)NC=1C(N=CC=NC1)=O (6R)-6-{[2-(1-methyl-1H-pyrazol-4-yl)-7-(trifluoromethyl)[1,2,4]triazolo[1,5-c]quinazolin-5-yl]amino}-1,4-diazepin-5-one